6-(4-cyclobutyl-7-(1-piperidinylcarbonyl)-2-quinolinyl)-2-methyl-1(2H)-isoquinolinone C1(CCC1)C1=CC(=NC2=CC(=CC=C12)C(=O)N1CCCCC1)C=1C=C2C=CN(C(C2=CC1)=O)C